propylenediaminetetrapropionic acid C(C(C)N(CCC(=O)O)CCC(=O)O)N(CCC(=O)O)CCC(=O)O